FC1=CC=C(C=C1)CN1C[C@H]2CN([C@@H]([C@H]2C1)C)C1=CC(N(C=2C=CC(=NC12)C#N)C)=O 8-[(3aR,4R,6aS)-2-[(4-fluorophenyl)methyl]-4-methyl-1,3,3a,4,6,6a-hexahydropyrrolo[3,4-c]pyrrol-5-yl]-5-methyl-6-oxo-1,5-naphthyridine-2-carbonitrile